(2R,3R,4R,5S)-hexane-1,2,3,4,5,6-hexol C([C@H]([C@H]([C@@H]([C@H](CO)O)O)O)O)O